(4-formyl-phenyl)boronic acid C(=O)C1=CC=C(C=C1)B(O)O